C(C(=C)C)(=O)OCC(OC1CCCC1)OC1CCCC1 Dicyclopentyloxyethyl Methacrylat